4-(4-(propan-2-yl-d7)pyridin-2-yl)benzofuro[2,3-b]quinoline C(C(C([2H])([2H])[2H])(C1=CC(=NC=C1)C1=CC=CC2=C1OC1=NC=3C=CC=CC3C=C12)[2H])([2H])([2H])[2H]